tert-butyl (5aS,6R,11bR)-10-carbamoyl-14-(cyclopropylmethyl)-5a-hydroxy-1,2,5,5a,6,7-hexahydro-6,11b-(epiminoethano)naphtho[1,2-d]azepine-3(4H)-carboxylate C(N)(=O)C1=CC=C2C[C@@H]3[C@]4([C@](CCN(CC4)C(=O)OC(C)(C)C)(C2=C1)CCN3CC3CC3)O